O[C@H](C)C=1N=C(C=2N(C1)C(=CN2)C=2C=C(C(=C(C2)NS(=O)(=O)C=2C=NN(C2)C)OC)OC)NC |r| (R)- and (S)-N-(5-(6-(1-hydroxyethyl)-8-(methylamino)imidazo[1,2-a]pyrazin-3-yl)-2,3-dimethoxyphenyl)-1-methyl-1H-pyrazole-4-sulfonamide